C1(CC1)N1N=CC(=C1CO[C@H]1[C@@H]2CN([C@H](C1)C2)C=2SC1=C(N2)C(=CC(=C1)C(=O)OC)[C@@H]1COCC1)C1=C(C=CC=C1Cl)Cl methyl 2-[(1S,4S,5R)-5-[[1-cyclopropyl-4-(2,6-dichlorophenyl)-1H-pyrazol-5-yl]methoxy]-2-azabicyclo[2.2.1]heptan-2-yl]-4-[(3R)-oxolan-3-yl]-1,3-benzothiazole-6-carboxylate